C1(CC1)C1=NN(C=C1C1=NC=CC(=C1)N(C)C)[C@@H]1C[C@H](C1)CNC=1C=C2C(N(C(C2=CC1)=O)C1C(NC(CC1)=O)=O)=O 5-(((trans-3-(3-cyclopropyl-4-(4-(dimethylamino)pyridin-2-yl)-1H-pyrazol-1-yl)cyclobutyl)methyl)amino)-2-(2,6-dioxopiperidin-3-yl)isoindoline-1,3-dione